C(#N)N1C(=NC=C1)C(=O)NC=1C(=NC(=CC1)C1=CC2(C=CC(C1)(O2)C)C)C2=CCC(CC2)(C)C cyano-N-[2-(4,4-dimethylcyclohexen-1-yl)-6-[1,5-dimethyl-8-oxabicyclo[3.2.1]octa-2,6-dien-3-yl]-3-pyridyl]-1H-imidazole-2-carboxamide